O1COC2=C1C=CC(=C2)[C@H]2N1[C@H](CC3=C2NC=2C=CC=CC32)C(N(CC1=O)C)=O (6R-12aR)-6-(1,3-benzodioxol-5-yl)-2-methyl-2,3,6,7,12,12a-hexahydropyrazino[1',2':1,6]-pyrido[3,4-b]indole-1,4-dione